3-(5,7-Difluoro-6-(imidazo[1,2-b]pyridazin-3-ylethynyl)-4-oxo-1,4-dihydroquinolin-2-yl)-4-(methylsulfonyl)benzonitrile FC1=C2C(C=C(NC2=CC(=C1C#CC1=CN=C2N1N=CC=C2)F)C=2C=C(C#N)C=CC2S(=O)(=O)C)=O